N-[3-[5-(3-cyano-4-pyridinyl)-1H-pyrazolo[3,4-b]pyridine-3-carbonyl]-2,6-difluorophenyl]propane-1-sulfonamide C(#N)C=1C=NC=CC1C=1C=C2C(=NC1)NN=C2C(=O)C=2C(=C(C(=CC2)F)NS(=O)(=O)CCC)F